6-(4-(((3S,5R)-3-methyl-5-(4-methyl-1-oxo-1,3-dihydroisobenzofuran-5-yl)piperazin-1-yl)methyl)-1H-pyrazol-1-yl)-4-(trifluoromethyl)nicotinonitrile C[C@H]1CN(C[C@H](N1)C=1C(=C2COC(C2=CC1)=O)C)CC=1C=NN(C1)C1=NC=C(C#N)C(=C1)C(F)(F)F